C1N(CCC2=CC=CC=C12)C[C@H](CN1C(C2=CC=C(C=C2CC1)N1CCN(CC1)C(C(C)(C)C)=O)=O)O 2-[(2R)-3-(3,4-Dihydro-1H-isochinolin-2-yl)-2-hydroxy-propyl]-6-[4-(2,2-dimethylpropanoyl)piperazin-1-yl]-3,4-dihydroisochinolin-1-on